CCCCCCCCCCCC(=O)OC[C@H](COP(=O)(O)OC[C@H](CO)O)OC(=O)CCCCCCCCC/C=C\CCCCCCCC 1-dodecanoyl-2-(11Z-eicosenoyl)-glycero-3-phospho-(1'-sn-glycerol)